OC=1C=C(C=CC1)N1CC2CCC(C1)N2C(=O)OC(C)(C)C tert-butyl 3-(3-hydroxyphenyl)-3,8-diazabicyclo[3.2.1]octane-8-carboxylate